C1(CC1)OC1=NC=NC=C1CNC(=O)C=1C=NC(=C(C1)F)OC(F)F N-{[4-(cyclopropyloxy)-pyrimidin-5-yl]methyl}-6-(difluoromethoxy)-5-fluoropyridine-3-carboxamide